tert-Butyl (E)-4-(4-benzyl-6-(3-((tert-butyldimethylsilyl)oxy)prop-1-en-1-yl)-3-oxo-3,4-dihydropyrazin-2-yl)-2-oxopiperazine-1-carboxylate C(C1=CC=CC=C1)N1C(C(=NC(=C1)\C=C\CO[Si](C)(C)C(C)(C)C)N1CC(N(CC1)C(=O)OC(C)(C)C)=O)=O